(R)-1-((2-methylmorpholino)methyl)cyclopropane-1-carboxylic acid ethyl ester C(C)OC(=O)C1(CC1)CN1C[C@H](OCC1)C